CC1(CCN(CC1)C1=CC=C(C=C1)NC=1C=C2CN(C(C2=CC1)=O)C)C 5-((4-(4,4-dimethylpiperidin-1-yl)phenyl)amino)-2-methylisoindolin-1-one